N1(CCNCC1)C(=O)OC1=NC=NC(=C1OC)Cl (6-chloro-5-methoxypyrimidin-4-yl) piperazine-1-carboxylate